tertbutyl 5-(8-methyl-2-methylsulfonyl-7-oxo-pyrido[2,3-d]pyrimidin-6-yl)-2,5-diazabicyclo[4.1.0]heptane-2-carboxylate CN1C(C(=CC2=C1N=C(N=C2)S(=O)(=O)C)N2CCN(C1CC21)C(=O)OC(C)(C)C)=O